N-[4-[(7-Ethyl-6-methoxy-1,5-naphthyridin-4-yl)oxy]-3-fluorophenyl]-5-(4-fluorophenyl)-4-hydroxy-6-methylpyridine-3-carboxamide C(C)C1=C(N=C2C(=CC=NC2=C1)OC1=C(C=C(C=C1)NC(=O)C=1C=NC(=C(C1O)C1=CC=C(C=C1)F)C)F)OC